NCC1CCN(CC1)C1=CC2=C(N(C(N2C)=O)C2C(NC(CC2)=O)=O)C=C1 3-[5-[4-(aminomethyl)-1-piperidyl]-3-methyl-2-oxo-benzimidazol-1-yl]piperidine-2,6-dione